7-Chloro-8-methoxy-1-methyl-1,4-dihydrochromeno[4,3-c]pyrazole ClC=1C(=CC2=C(C1)OCC1=C2N(N=C1)C)OC